trans-4-(4-(4-(1-(pent-3-yl)-1H-pyrazol-4-yl)pyrazolo[1,5-a]pyrazin-6-yl)-1H-pyrazol-1-yl)cyclohexanol CCC(CC)N1N=CC(=C1)C=1C=2N(C=C(N1)C=1C=NN(C1)[C@@H]1CC[C@H](CC1)O)N=CC2